Tert-butyl N-[3-[[2-[[4-[4-[6-chloro-4-(trifluoromethyl)-2-pyridyl]piperazin-1-yl]sulfonylphenyl]carbamoyl]phenyl]methylamino]propyl]carbamate ClC1=CC(=CC(=N1)N1CCN(CC1)S(=O)(=O)C1=CC=C(C=C1)NC(=O)C1=C(C=CC=C1)CNCCCNC(OC(C)(C)C)=O)C(F)(F)F